2-isopropyl-N-(3-(methylsulfonyl)allyl)-4-phenoxypyrimidine-5-carboxamide C(C)(C)C1=NC=C(C(=N1)OC1=CC=CC=C1)C(=O)NCC=CS(=O)(=O)C